5-[(1R)-1-(3,5-dichloro-4-pyridyl)ethoxy]-3-[2-(7-methylsulfonyl-2,7-diazaspiro[3.4]octan-2-yl)pyrimidin-5-yl]-1H-indazole ClC=1C=NC=C(C1[C@@H](C)OC=1C=C2C(=NNC2=CC1)C=1C=NC(=NC1)N1CC2(C1)CCN(C2)S(=O)(=O)C)Cl